OC1(C[C@H](N(C1)C(CNC(CCCOC1=CC=CC=C1)=O)=O)C(=O)OC)C(F)(F)F methyl (2S)-4-hydroxy-1-((4-phenoxybutanoyl)glycyl)-4-(trifluoromethyl)pyrrolidine-2-carboxylate